ClC=1C=C(C=C(C1)Cl)NC=1N=NNC1C(=O)O 4-((3,5-dichlorophenyl)amino)-1H-1,2,3-triazole-5-carboxylic acid